FC(C(C#CC=1C=C(C=C(C1)F)N(C1=NC=2N(C3=CC=CC(=C13)F)C=NN2)CC(F)F)(C)C)F N-(3-(4,4-difluoro-3,3-dimethylbut-1-yn-1-yl)-5-fluorophenyl)-N-(2,2-difluoroethyl)-6-fluoro-[1,2,4]triazolo[4,3-a]quinazolin-5-amine